C(C)C=1C(=NNC1N)C1=CC=CC=C1 4-ethyl-3-phenyl-1H-pyrazol-5-amine